C1(CCCCC1)CCN1C=CC2=CC(=CC=C12)CC=1C=CC(=C(C1)C1=CC=CC=C1)NC(=N)N 1-(5-((1-(2-cyclohexylethyl)-1H-indol-5-yl)methyl)-[1,1'-biphenyl]-2-yl)guanidine